[13C]([13CH2][13CH2][13CH2][13CH2][13CH2][13CH2][13CH3])(=O)O octanoic acid-13C8